BrC1=C2CCCN(C2=CC(=C1)OC)C 5-bromo-7-methoxy-1-methyl-1,2,3,4-tetrahydroquinoline